(2-fluorophenyl)-4-((4-methoxyphenyl)sulfonyl)-2-((methylsulfanyl)methyl)-2,3-dihydrofuran FC1=C(C=CC=C1)C1(OC=C(C1)S(=O)(=O)C1=CC=C(C=C1)OC)CSC